CC1=CC(=C(C(=C1)O)O)C(CC(C)(C)C)(C)C 5-methyl-3-(1,1,3,3-tetramethylbutyl)-1,2-benzenediol